arginine sodium carbonate C([O-])([O-])=O.[Na+].N[C@@H](CCCNC(N)=N)C(=O)O.[Na+]